N-succinyl-L-homoserine C(CCC(=O)O)(=O)N[C@@H](CCO)C(=O)O